2-[4'-Chloro-2'-(4-methyl-1,2,4-triazol-3-yl)-[1,1'-biphenyl]-3-yl]-1,3-benzoxazole-5-carbaldehyde ClC1=CC(=C(C=C1)C1=CC(=CC=C1)C=1OC2=C(N1)C=C(C=C2)C=O)C2=NN=CN2C